ClC1=C(C=2N=C(N=C(C2C=N1)OCC(F)(F)F)OC[C@]12CCCN2C[C@@H](C1)F)F 7-chloro-8-fluoro-2-(((2R,7aS)-2-fluorotetrahydro-1H-pyrrolizin-7a(5H)-yl)methoxy)-4-(2,2,2-trifluoroethoxy)pyrido[4,3-d]pyrimidine